1-(3-(5-(5-(7-Ethyl-7H-imidazo[4,5-c]pyridazin-4-yl)-2-fluorophenyl)-6-methoxy-3a,7a-dihydro-1H-indazol-1-yl)azetidin-1-yl)ethan-1-one C(C)N1C=NC2=C1N=NC=C2C=2C=CC(=C(C2)C2=CC1C=NN(C1C=C2OC)C2CN(C2)C(C)=O)F